(R)-Glycidyl Methanesulfonate CS(=O)(=O)OC[C@H]1CO1